ClC=1C(=NC=C(C1)C(F)(F)F)CCC1(CC1)C(=O)N {2-[3-chloro-5-(trifluoromethyl)pyridin-2-yl]ethyl}cyclopropanecarboxamide